2-[5-[1-(2-fluoro-6-methyl-phenyl)-piperidin-4-yl]-6-oxo-7-(2-trifluoromethyl-benzyl)-4,5,6,7-tetrahydro-pyrazolo[3,4-d]pyrimidin-2-yl]-2-methyl-propionitrile FC1=C(C(=CC=C1)C)N1CCC(CC1)N1C(N(C=2C(C1)=CN(N2)C(C#N)(C)C)CC2=C(C=CC=C2)C(F)(F)F)=O